C(C)(=O)N(C1=C(C=C(C=C1)C1=CC=C(C=N1)C(=O)NCC=1C=NC=C(C1)F)Cl)CC1CC1 6-[4-[Acetyl-(cyclopropylmethyl)amino]-3-chloro-phenyl]-N-[(5-fluoro-3-pyridinyl)methyl]pyridine-3-carboxamide